ClC1=CC(=C(OCC2=NN(C3=NC=CC=C32)C(=O)OC(C)(C)C)C=C1C)C1=C(C=CC(=C1)C(N(C)CCOC)=O)F tert-Butyl 3-[[4-chloro-2-[2-fluoro-5-[2-methoxyethyl(methyl)carbamoyl]-phenyl]-5-methyl-phenoxy]methyl]pyrazolo[3,4-b]pyridine-1-carboxylate